6-(3,4-difluorophenyl)-3-(3-(pyridin-4-yl)-1-((2-(trimethylsilyl)ethoxy)methyl)-1H-pyrazol-5-yl)-1,3-oxazinan-2-one FC=1C=C(C=CC1F)C1CCN(C(O1)=O)C1=CC(=NN1COCC[Si](C)(C)C)C1=CC=NC=C1